N'-acetyl-4-amino-N-[[2-fluoro-4-(1-methylpyrazol-4-yl)phenyl]methyl]-N',1-dimethyl-pyrazolo[4,3-c]quinoline-8-carbohydrazide C(C)(=O)N(N(C(=O)C1=CC=2C3=C(C(=NC2C=C1)N)C=NN3C)CC3=C(C=C(C=C3)C=3C=NN(C3)C)F)C